(3S)-methanesulfonic acid 4-chloro-3-methoxymethyloxy-butyl ester ClC[C@H](CCOS(=O)(=O)C)OCOC